6-bromo-1H-benzo[d]imidazol-5-yl sulfurofluoridate S(OC1=CC2=C(NC=N2)C=C1Br)(=O)(=O)F